tert-butyl (R)-6-(2-(3-(3-((4-bromobenzyl)(cyclopropyl)carbamoyl)piperidin-1-yl)phenoxy)-2-methylpropanoyl)-2,6-diazaspiro[3.3]heptane-2-carboxylate BrC1=CC=C(CN(C(=O)[C@H]2CN(CCC2)C=2C=C(OC(C(=O)N3CC4(CN(C4)C(=O)OC(C)(C)C)C3)(C)C)C=CC2)C2CC2)C=C1